C(=C)(C)[C@@H]1CC=C2[C@]([C@@H](CC=3N=C(SC32)C3=CC=C(C=C3)C)C)(C1)C (5R,5aS,7R)-7-isopropenyl-5,5a-dimethyl-2-(p-tolyl)-5,6,7,8-tetrahydro-4H-benzo[g][1,3]benzothiazole